F[C@H]1C[C@@H](N(C1)C=1C=CC=2N(N1)C(=CN2)C2=NC=CC(=N2)CCO)C=2C(=NC=C(C2)F)OC 2-(2-(6-((2R,4S)-4-fluoro-2-(5-fluoro-2-methoxypyridin-3-yl)pyrrolidin-1-yl)imidazo[1,2-b]pyridazin-3-yl)pyrimidin-4-yl)ethan-1-ol